C(C)OC(=O)C=1SC(=NN1)C1=C(C=C(C=C1)F)F 5-(2,4-difluorophenyl)-1,3,4-thiadiazole-2-carboxylic acid ethyl ester